O/C(/C(=O)Cl)=C\C(=O)Cl hydroxyl-fumaryl chloride